(Z)-1-(3-(3-(4-fluorophenyl)-4-oxo-3,4-dihydrophthalazin-1-yl)phenyl)-N-isopropylmethanimine oxide FC1=CC=C(C=C1)N1N=C(C2=CC=CC=C2C1=O)C=1C=C(C=CC1)\C=[N+](\C(C)C)/[O-]